(E)-5-(3-(2-chloro-4-methylphenyl)acryloyl)-4-methylthieno[2,3-b]pyridin-6(7H)-one ClC1=C(C=CC(=C1)C)/C=C/C(=O)C1=C(C2=C(NC1=O)SC=C2)C